N1=CC(=CC=C1)C=1C=C(C=CC1)C1=NN(C=C1CC1=CC=C(C=C1)S(N)(=O)=O)C=1SC=C(N1)C(=O)O 2-(3-(3-(pyridin-3-yl)phenyl)-4-(4-sulfamoylbenzyl)-1H-pyrazol-1-yl)thiazole-4-carboxylic acid